SC=CS dimercaptoethaneN